N1=C(C=CC=C1)SS[C@H]1[C@@H](CCCCC1)O |r| trans-(1RS,2RS)-2-(2-pyridyldisulfanyl)cycloheptan-1-ol